[2-(trimethylsilyl)ethoxy]methyl-7H-pyrrolo[2,3-d]pyrimidine C[Si](CCOCC=1N=CC2=C(N1)NC=C2)(C)C